ClC=1C=CC(=C(C1)C1=CC(=C(N=N1)C)NC1=C2C(=NC=C1)NC(=C2)C(=O)N(CCN2CCN(CC2)C)C)F 4-{[6-(5-chloro-2-fluoro-phenyl)-3-methylpyridazin-4-yl]amino}-N-meth-yl-N-[2-(4-methylpiperazin-1-yl)ethyl]-1H-pyrrolo[2,3-b]pyridine-2-carboxamide